NC1=NC=CC(=C1C#CC(C)(C)C)C=1C=C2C(=NNC2=CC1)N 5-(2-Amino-3-(3,3-dimethylbut-1-yn-1-yl)pyridin-4-yl)-1H-indazol-3-amine